C(C)C1=C(C=C(C(=O)O)C=C1)S(NC1=C(C=CC(=C1)N1N=NN=C1)N1CC(C1)O)(=O)=O 4-Ethyl-3-(N-(2-(3-hydroxyazetidin-1-yl)-5-(tetrazol-1-yl)phenyl)sulfamoyl)benzoic acid